C(C)OC1=NC=CC=C1C1=CC(=C2C(=N1)C=NN2[C@H](CC)C)NCC=2C=NN(C2)C (S)-5-(2-ethoxy-3-pyridinyl)-1-[1-methylpropyl]-N-[(1-methylpyrazol-4-yl)methyl]pyrazolo[4,3-b]pyridin-7-amine